3-[2-[2-[2-[2-[2-[3-[4-[4-[(2,6-dioxo-3-piperidyl)amino]phenyl]piperazin-1-yl]-3-oxo-propoxy]ethoxy]ethoxy]ethoxy]ethoxy]ethoxy]propanoic acid trifluoroacetate FC(C(=O)O)(F)F.O=C1NC(CCC1NC1=CC=C(C=C1)N1CCN(CC1)C(CCOCCOCCOCCOCCOCCOCCC(=O)O)=O)=O